BrC=1SC(=CN1)CN1C(C2(CCC1)C(N(CCC2)CC2=CN=C(S2)Br)=O)=O Racemic-2,8-bis[(2-bromo-1,3-thiazol-5-yl)methyl]-2,8-diazaspiro[5.5]undecane-1,7-dione